[I-].OC1C(COC(C1O)CO)[N+](C)(C)C 4,5-dihydroxy-6-(hydroxymethyl)-N,N,N-trimethyltetrahydro-2H-pyran-3-aminium iodide